N-phenyl-4-(piperazin-1-yl)benzenesulfonamide C1(=CC=CC=C1)NS(=O)(=O)C1=CC=C(C=C1)N1CCNCC1